ClC1=CC(=C(OCC2CCN(CC2)C(=O)N2CC(CC2)C2=CC=NN2)C=C1)F [4-[(4-Chloro-2-fluoro-phenoxy)methyl]-1-piperidyl]-[3-(1H-pyrazol-5-yl)pyrrolidin-1-yl]methanone